C1(CC1)C1=NC=NC(=C1C=1N=CC2=C(N1)N(C=C2)CC2=CC=C(C=C2)C=2N(C=C(N2)C(F)(F)F)C)OC 2-(4-cyclopropyl-6-methoxypyrimidin-5-yl)-7-(4-(1-methyl-4-(trifluoromethyl)-1H-imidazol-2-yl)benzyl)-7H-pyrrolo[2,3-d]pyrimidine